4-((3,4-dihydro-2H-pyrido[3,2-b][1,4]oxazin-8-yl)oxy)-2-(methylthio)aniline hydrochloride Cl.O1C2=C(NCC1)N=CC=C2OC2=CC(=C(N)C=C2)SC